NC(CS(=O)(=O)O)C 2-aminopropane-1-sulfonic acid